2-{[(1S)-1-(4-{4-[4-(2-methylacryloyl)piperazin-1-yl]tetrahydro-2H-pyran-4-yl}phenyl)ethyl]amino}-8-(propan-2-yl)pyrido[2,3-d]pyrimidin-7(8H)-on CC(C(=O)N1CCN(CC1)C1(CCOCC1)C1=CC=C(C=C1)[C@H](C)NC=1N=CC2=C(N1)N(C(C=C2)=O)C(C)C)=C